3-(5-(1-Methyl-3-phenyl-1H-pyrazol-5-yl)-1-oxoisoindolin-2-yl)piperidine-2,6-dione CN1N=C(C=C1C=1C=C2CN(C(C2=CC1)=O)C1C(NC(CC1)=O)=O)C1=CC=CC=C1